The molecule is a member of the class of imidazolines that is 4,5-dihydro-1H-imidazole which is substituted by a 1H-indole-3-carbonyl group at position 2 and a 6-bromo-1H-indol-3-yl group at position 4S. It is a bisindole alkaloid isolated from the marine sponge, Spongosorites sp. It has a role as an antineoplastic agent and a marine metabolite. It is a bromoindole, a bisindole alkaloid, a member of imidazolines and an aromatic ketone. C1[C@@H](NC(=N1)C(=O)C2=CNC3=CC=CC=C32)C4=CNC5=C4C=CC(=C5)Br